5-(((trans-3-(3-cyclopropyl-5-methoxy-1H-pyrazolo[3,4-b]pyridin-1-yl)cyclobutyl)methyl)amino)-2-(2,6-dioxopiperidin-3-yl)isoindoline-1,3-dione C1(CC1)C1=NN(C2=NC=C(C=C21)OC)[C@@H]2C[C@H](C2)CNC=2C=C1C(N(C(C1=CC2)=O)C2C(NC(CC2)=O)=O)=O